N-ethyl-2-(3-(5-(6-methyl-pyridin-3-yl)-1,2,4-thiadiazol-3-yl)-6-oxopyridazin-1(6H)-yl)acetamide C(C)NC(CN1N=C(C=CC1=O)C1=NSC(=N1)C=1C=NC(=CC1)C)=O